N1=C(C=CC=C1)CCSCC(C(CSCCC1=NC=CC=C1)O)O 1,4-bis[2-(2-pyridinyl)ethylthio]butan-2,3-Diol